(S)-N-((S)-1-(4-(4-isopropyl-5-(8-methoxy-[1,2,4]triazolo[1,5-a]pyridin-6-yl)-1H-pyrazol-3-yl)phenyl)ethyl)-N-methyl-2-(methylamino)propanamide C(C)(C)C=1C(=NNC1C=1C=C(C=2N(C1)N=CN2)OC)C2=CC=C(C=C2)[C@H](C)N(C([C@H](C)NC)=O)C